CC/C=C\\C/C=C\\C/C=C\\C/C=C\\C/C=C\\C/C=C\\CCCCCCC(=O)O The molecule is a very long-chain omega-3 fatty acid that is hexacosanoic acid having six double bonds located at positions 8, 11, 14, 17, 20, 23 (the 8Z,11Z,14Z,17Z,20Z,23Z-isomer). It is an omega-3 fatty acid and a hexacosahexaenoic acid. It is a conjugate acid of an (8Z,11Z,14Z,17Z,20Z,23Z)-hexacosahexaenoate.